CC1(CCC1)NC(O[C@H]1C[C@H](CC1)C=1NN=C(C1)NC(COC1=C(C(=CC=C1)OCC1=CC=CC=C1)C1OCCO1)=O)=O (1R,3S)-3-(5-{2-[3-(benzyloxy)-2-(1,3-dioxolan-2-yl)phenoxy]acetamido}-2H-pyrazol-3-yl)cyclopentyl N-(1-methylcyclobutyl)carbamate